C(C(CCC)CCC)(=N)N valproamidine